NC1=C2N=CN(C2=NC(=N1)F)[C@H]1C[C@@H]([C@@](O1)(C#C)CO)O (2R,3S,5R)-5-(6-amino-2-fluoro-9H-purin-9-yl)-2-ethynyl-(hydroxymethyl)tetrahydrofuran-3-ol